C(CCC\C=C/C\C=C/C\C=C/C\C=C/CCCCC)OC[C@@H](OO)COP(=O)([O-])OCC[N+](C)(C)C 1-arachidonyl-2-hydroxy-sn-glycero-3-phosphocholine